C(C)N(CCCNC(=O)C1=CC2=C(N3C(S2)=NC(=C3)C3=CC=C(C=C3)C(NC3CN(CC3)C)=O)C=C1)CC N-(3-(diethylamino)propyl)-2-(4-((1-methylpyrrolidin-3-yl)carbamoyl)phenyl)benzo[d]imidazo[2,1-b]thiazole-7-carboxamide